BrC=1C2=C(C=3C(=NC(=NC3C1F)SCC)C1C3CN(CC1CC3)C(=O)OC(C)(C)C)COC2 tert-butyl 8-(6-bromo-3-ethylsulfanyl-5-fluoro-7,9-dihydrofuro[3,4-f]quinazolin-1-yl)-3-azabicyclo[3.2.1]octane-3-carboxylate